4-((12-Aminododecyl)amino)-2-(2,6-Dioxopiperidin-3-yl)isoindoline-1,3-dione NCCCCCCCCCCCCNC1=C2C(N(C(C2=CC=C1)=O)C1C(NC(CC1)=O)=O)=O